SC(C(=O)[O-])O mercaptoglycolate